3,5-dimethylphenanthridin-6(5H)-one CC=1C=CC=2C3=CC=CC=C3C(N(C2C1)C)=O